(3S)-3-{2-[6-(dibenzylamino)-2-fluoro-3-pyridinyl]-4-fluoro-1H-imidazole-5-yl}-7-(4,4,5,5-tetramethyl-1,3,2-dioxaborolan-2-yl)-2,3-dihydro-5(1H)-indolizinone C(C1=CC=CC=C1)N(C1=CC=C(C(=N1)F)C=1NC(=C(N1)F)[C@@H]1CCC2=CC(=CC(N12)=O)B1OC(C(O1)(C)C)(C)C)CC1=CC=CC=C1